ethylpyrrolidine-3-carboxylate C(C)OC(=O)C1CNCC1